(S)-N-(1-((2R,3R,4S,5R)-3,4-dihydroxyl-5-(hydroxymethyl)tetrahydrofuran-2-yl)-2-oxo-1,2-dihydropyrimidine-4-yl)-1-glycylpyrrolidine-2-carboxamide O[C@H]1[C@@H](O[C@@H]([C@H]1O)CO)N1C(N=C(C=C1)NC(=O)[C@H]1N(CCC1)C(CN)=O)=O